N-(pentan-3-yl)-2-(3-(3-((4-(3-(trifluoromethyl)-3H-diazirin-3-yl)benzyl)carbamoyl)-1H-pyrazol-5-yl)phenyl)oxazole-5-carboxamide CCC(CC)NC(=O)C1=CN=C(O1)C1=CC(=CC=C1)C1=CC(=NN1)C(NCC1=CC=C(C=C1)C1(N=N1)C(F)(F)F)=O